(6aR,7R,8R)-11-hydroxy-7,8-dimethoxy-1,10-dioxo-N-(2,4,6-trifluorobenzyl)-1,3,4,5,6,7,8,10-octahydro-2,6a-methano[1,4]diazonino[9,1,2-cd]indolizine-9-carboxamide OC1=C2N3[C@]4([C@H]([C@@H](C3=C(C1=O)C(=O)NCC1=C(C=C(C=C1F)F)F)OC)OC)CCCCN(C2=O)C4